CO[Ir] (methoxy)Iridium